C(C1=CC=CC=C1)OCC1=NN(C(N1CC)=O)C1=C(C=C2C(C(=CN(C2=C1)C(C)C)C1=CC(=CC=C1)F)=O)F 7-(3-((benzyloxy)methyl)-4-ethyl-5-oxo-4,5-dihydro-1H-1,2,4-triazol-1-yl)-6-fluoro-3-(3-fluorophenyl)-1-isopropylquinolin-4(1H)-one